tert-butyl 7-{6-[6-(methoxymethoxy)-2-methylindazol-5-yl]pyrido[3,2-d]pyrimidin-2-yl}-4-azaspiro[2.5]oct-6-ene-4-carboxylate COCOC=1C(=CC2=CN(N=C2C1)C)C=1C=CC=2N=C(N=CC2N1)C1=CCN(C2(CC2)C1)C(=O)OC(C)(C)C